(S)-1-(5-chloro-2-(2-methylpiperazin-1-yl)pyrimidin-4-yl)-N-(2-(imidazo[1,2-a]pyridine-3-yl)propan-2-yl)azetidine-3-carboxamide ClC=1C(=NC(=NC1)N1[C@H](CNCC1)C)N1CC(C1)C(=O)NC(C)(C)C1=CN=C2N1C=CC=C2